4-FORMYL-3-HYDROXYBENZOIC ACID C(=O)C1=C(C=C(C(=O)O)C=C1)O